L-1-Nitrobenzene [N+](=O)([O-])C1=CC=CC=C1